N-Benzyl-N-methylmethacrylamide C(C1=CC=CC=C1)N(C(C(=C)C)=O)C